racemic-trans-2-(2-pyridyldisulfanyl)cycloheptan-1-ol N1=C(C=CC=C1)SS[C@H]1[C@@H](CCCCC1)O |r|